2-(6-chloro-3-(trifluoromethyl)-1H-pyrrolo[2,3-b]pyridin-1-yl)-2-methylpropanoic acid ClC1=CC=C2C(=N1)N(C=C2C(F)(F)F)C(C(=O)O)(C)C